[(3S)-3-(6-methyl-3-pyridyl)isoxazolidin-2-yl]-(4-piperidyl)methanone CC1=CC=C(C=N1)[C@H]1N(OCC1)C(=O)C1CCNCC1